C1(CC1)N1N=C(C=C1C(=O)O)C(F)F 2-cyclopropyl-5-(difluoromethyl)pyrazole-3-carboxylic acid